CC1(CCC(CN1)NC1=NC=2N(C(=C1)NCC=1C=C(C=CC1)NC(\C(=C\C)\C)=O)N=CC2C(C)C)C (E)-N-(3-(((5-((6,6-diMethylpiperidin-3-yl)amino)-3-isopropylpyrazolo[1,5-a]pyrimidin-7-yl)amino)methyl)phenyl)-2-methylbutan-2-Enamide